ClC1=C(C)C(=CC=C1Cl)Cl 2,3,6-trichlorotoluene